N1CC(C1)CNC(C1=CC=C(C=C1)NC1=NC=CC(=N1)NC1=NC(=NN2C1=CC=C2)C2=NC(=CC=C2)C)=O N-(azetidin-3-ylmethyl)-4-[[4-[[2-(6-methyl-2-pyridyl)pyrrolo[2,1-f][1,2,4]triazin-4-yl]amino]pyrimidin-2-yl]amino]benzamide